trans-racemic-benzyl 5-((tert-butoxycarbonyl)amino)-2-(hydroxymethyl)piperidine-1-carboxylate C(C)(C)(C)OC(=O)N[C@H]1CC[C@@H](N(C1)C(=O)OCC1=CC=CC=C1)CO |r|